ClC=1C(=NC(=NC1)NC=1C(=NN(C1)C1CN(CC1)C)C)NCCCN1CCOCCC1=O 4-(3-((5-chloro-2-((3-methyl-1-(1-methylpyrrolidin-3-yl)-1H-pyrazol-4-yl)amino)pyrimidin-4-yl)amino)propyl)-1,4-oxazepan-5-one